3-sulfamoyl-benzoic acid S(N)(=O)(=O)C=1C=C(C(=O)O)C=CC1